3-(((3,3-dibutyl-7-methylsulfanyl-1,1-dioxo-5-phenyl-2,3,4,5-tetrahydrobenzo[b][1,4]thiazepin-8-yl)methyl)amino)propionic acid C(CCC)C1(CN(C2=C(S(C1)(=O)=O)C=C(C(=C2)SC)CNCCC(=O)O)C2=CC=CC=C2)CCCC